C(C)(C)(C)OC(N[C@@H](CC=C)C1=CC(=CC(=C1)C1=C(C=NN1C)[N+](=O)[O-])F)=O N-[(1S)-1-[3-fluoro-5-(1-methyl-4-nitro-1H-pyrazol-5-yl)phenyl]but-3-en-1-yl]carbamic acid tert-butyl ester